3-(2-(1-(((cyclohexyloxy)carbonyl)oxy)propoxy)-2,2-diphenylacetoxy)spiro[bicyclo[3.2.1]octane-8,1'-pyrrolidin]-8-ium C1(CCCCC1)OC(=O)OC(CC)OC(C(=O)OC1CC2CCC(C1)[N+]21CCCC1)(C1=CC=CC=C1)C1=CC=CC=C1